N=1NN=NC1N1C=NC2=CC=CC=C2C1=O 3-(2H-tetrazol-5-yl)-4(3H)-quinazolinone